CN1C(=C(C(C(=C1C)CNC(=O)C)=O)OCC1=CC=CC=C1)Cl 1,6-dimethyl-2-chloroacetaminomethyl-3-benzyloxy-4-pyridone